benzyl-1,2,4-triazine-3-carboxamide C(C1=CC=CC=C1)C=1N=C(N=NC1)C(=O)N